CC1(C(CC(C2(C3CCC4C5C(CCCC5(CCC4(C3(CCC12)C)C)C)C)C)=C)O)C 4,4,6a,6b,8a,12,14b-heptamethyl-l-1-methylidenedocosahydropicen-3-ol